bis-(4-(1,1,3,3-tetramethylbutyl)phenyl)amine CC(CC(C)(C)C)(C)C1=CC=C(C=C1)NC1=CC=C(C=C1)C(CC(C)(C)C)(C)C